C1(CCCC1)C(C(=O)OC1C[N+](CC1)(C)C)(C1=CC=CC=C1)O 3-(2-cyclopentyl-2-hydroxy-2-phenylacetyloxy)-1,1-dimethylpyrrolidinium